CS(=O)(=O)OCC1CCN(CC1)C1=CC=C(C=C1)N1C(N(C(C1(C)C)=O)C1=CC(=C(C=C1)C#N)Cl)=S (1-(4-(3-(3-chloro-4-cyanophenyl)-5,5-dimethyl-4-oxo-2-thioxoimidazolidin-1-yl)phenyl) piperidin-4-yl)methyl methanesulfonate